2-[4-(Diethylamino)-2-hydroxybenzoyl]benzoic acid hexyl ester C(CCCCC)OC(C1=C(C=CC=C1)C(C1=C(C=C(C=C1)N(CC)CC)O)=O)=O